BrC=1C=C(C=C(C1)F)/C=C/C(=O)OCC ethyl (E)-3-(3-bromo-5-fluorophenyl)acrylate